C12(C(C3C(C=C1)(C(=O)O)O3)O2)C2=CC=C(C=C2)C(=O)O biphenyl-4,4'-dicarboxylic acid dioxide